2,3-dichloro-1,1,1,3,3-pentafluoropropane ClC(C(F)(F)F)C(F)(F)Cl